2,7-bis(benzo[1,2-b:5,4-b']dithiophen-2-yl)[1]benzothieno[3,2-b][1]benzothiophene S1C2=C(C=C1C1=CC3=C(C=C1)C=1SC4=C(C1S3)C=CC(=C4)C4=CC3=C(S4)C=C4SC=CC4=C3)C=C3C(SC=C3)=C2